O1C2=C(OCCC1)C=C1C3(C=CC1=C2)CCC2(CC3)OCCO2 dihydro-2''H-dispiro[[1,3]dioxolane-2,1'-cyclohexane-4',7''-indeno[5,6-b][1,4]dioxepin]